CC1=C(C=CC=C1)CN1CCC(CC1)N1CCC(CC1)N1C(NC2=C1C=CC=C2)=O 1,3-dihydro-1-[1'-[(2-methylphenyl)methyl][1,4'-bipiperidin]-4-yl]-2H-benzimidazol-2-one